[Si](C)(C)(C(C)(C)C)OC1(CC1)C=O 1-((tert-butyldimethylsilyl)oxy)cyclopropanecarboxaldehyde